(E)-3-fluoro-2-hydroxy-5-(4-(2-oxotetrahydropyrimidin-1(2H)-yl)styryl)benzaldehyde FC=1C(=C(C=O)C=C(C1)\C=C\C1=CC=C(C=C1)N1C(NCCC1)=O)O